5-Amino-1-(3-methoxypropyl)-1H-indole-2-carboxylic acid ethyl ester C(C)OC(=O)C=1N(C2=CC=C(C=C2C1)N)CCCOC